3-(1,3-Benzodioxol-5-yl)-1-(2,4-dihydroxy-6-methoxyphenyl)prop-2-en-1-one O1COC2=C1C=CC(=C2)C=CC(=O)C2=C(C=C(C=C2OC)O)O